4-((1-(4-(2,6-dioxopiperidin-3-yl)phenyl)piperidin-4-yl)methyl)piperazine-1-carboxylic acid tert-butyl ester C(C)(C)(C)OC(=O)N1CCN(CC1)CC1CCN(CC1)C1=CC=C(C=C1)C1C(NC(CC1)=O)=O